tetrakis-(2,2,6,6-tetramethyl-4-piperidyl) 1,2,3,4-butanetetracarboxylate C(C(C(CC(=O)OC1CC(NC(C1)(C)C)(C)C)C(=O)OC1CC(NC(C1)(C)C)(C)C)C(=O)OC1CC(NC(C1)(C)C)(C)C)C(=O)OC1CC(NC(C1)(C)C)(C)C